ClC(C1=NC(=NO1)C1=CC(=C(C=C1)P(NCC(C)C)(=O)C)F)(F)F P-(4-(5-(chlorodifluoromethyl)-1,2,4-oxadiazol-3-yl)-2-fluorophenyl)-N-isobutyl-P-methylphosphinic amide